5'-(4-fluorophenyl)-N-(3-fluoropyridin-4-yl)-3'-isopropyl-1H,3'H-[2,4'-biimidazole]-4-sulfonimidamide FC1=CC=C(C=C1)C1=C(N(C=N1)C(C)C)C=1NC=C(N1)S(=O)(NC1=C(C=NC=C1)F)=N